methyl 4-((2-phenyl-1H-benzo[d]imidazol-1-yl)methyl)benzoate C1(=CC=CC=C1)C1=NC2=C(N1CC1=CC=C(C(=O)OC)C=C1)C=CC=C2